(S)-tert-butyl 4-(5-(9-chloro-3-cyclopropyl-10-oxo-10H-chromeno[3,2-b]pyridin-4-yl)pyridin-2-yl)-2-methylpiperazine-1-carboxylate ClC=1C=2C(C3=NC=C(C(=C3OC2C=CC1)C=1C=CC(=NC1)N1C[C@@H](N(CC1)C(=O)OC(C)(C)C)C)C1CC1)=O